CC=1C=C(C=CC(=O)NC(=N)N)C=CC1 3-Methylcinnamoylguanidin